The molecule is an L-alanine derivative obtained by formal condensation between N-butyl-L-alaninamide and 2-thienylacetic acid. It is a member of thiophenes, a L-alanine derivative and a secondary carboxamide. CCCCNC(=O)[C@H](C)NC(=O)CC1=CC=CS1